BrC1(CC=C(C=C1)Br)O 1,4-dibromophenol